7-bromo-8-chloro-5-fluoro-3-(2-trimethylsilylethoxymethyl)quinazolin-4-one BrC1=CC(=C2C(N(C=NC2=C1Cl)COCC[Si](C)(C)C)=O)F